silver-zinc-copper [Cu].[Zn].[Ag]